isopropyl (((1R,2S,4S,6R)-2-(methoxymethyl)-6-methyl-3-oxoquinuclidin-2-yl)methyl) fumarate C(\C=C\C(=O)OC[C@@]1(N2[C@@H](C[C@@H](C1=O)CC2)C)COC)(=O)OC(C)C